7-propyl-7,9-dihydro-1H-purine-6,8-dione C(CC)N1C(NC=2N=CNC(C12)=O)=O